5-([1,2,4]triazolo[1,5-a]pyridin-7-yl)-N-(2-fluoro-2-methylpropyl)-7H-pyrrolo[2,3-d]pyrimidin-2-amine N=1C=NN2C1C=C(C=C2)C2=CNC=1N=C(N=CC12)NCC(C)(C)F